Methyl 4'-(3-((3R,4R)-4-fluoropyrrolidin-3-yl)-2-oxo-2,3-dihydro-1H-imidazo[4,5-b]pyridin-1-yl)-[1,1'-biphenyl]-4-carboxylate hydrochloride Cl.F[C@H]1[C@@H](CNC1)N1C(N(C=2C1=NC=CC2)C2=CC=C(C=C2)C2=CC=C(C=C2)C(=O)OC)=O